(S)-1'-(2-(1,4-dimethyl-1H-pyrazol-3-yl)oxazolo[5,4-d]pyrimidin-5-yl)-1,3-dihydrospiro[inden-2,4'-piperidin]-1-amine CN1N=C(C(=C1)C)C=1OC=2N=C(N=CC2N1)N1CCC2(CC1)[C@@H](C1=CC=CC=C1C2)N